(R)-1-(3-(2-(1H-imidazol-2-yl)imidazo[4,5-d]pyrrolo[2,3-b]pyridin-1(6H)-yl)pyrrolidin-1-yl)propane-2-en-1-one N1C(=NC=C1)C1=NC=2C(=C3C(=NC2)NC=C3)N1[C@H]1CN(CC1)C(C=C)=O